1-(4-fluoro-2-(trifluoromethyl)-phenyl)-3-(4-methyl-5-(2-(methylamino)-pyrimidin-4-yl)thiazol-2-yl)urea FC1=CC(=C(C=C1)NC(=O)NC=1SC(=C(N1)C)C1=NC(=NC=C1)NC)C(F)(F)F